N-(5-(4-hydroxypiperidin-1-yl)-2-morpholinooxazolo[4,5-b]pyridin-6-yl)-5-(2-methylpyridin-4-yl)furan-2-carboxamide OC1CCN(CC1)C1=C(C=C2C(=N1)N=C(O2)N2CCOCC2)NC(=O)C=2OC(=CC2)C2=CC(=NC=C2)C